COC1=NC=C(C(=N1)OC)C1=CC=C(N=N1)OC 6-(2,4-dimethoxypyrimidin-5-yl)-3-methoxypyridazine